(1-methylpiperidin-3-yl)pyrido[2,3-d]pyrimidin-7(8H)-one CN1CC(CCC1)C=1N=CC2=C(N1)NC(C=C2)=O